N(=[N+]=[N-])CCOCCOCCOCCOCCOCCOCCOCCOCCOCC(=O)OC(C)(C)C tert-Butyl 29-azido-3,6,9,12,15,18,21,24,27-nonaoxa-nonacosanoate